N1C=CC=C1.C[N+]1(CCOCC1)CCCC N-methyl-N-butylmorpholinium pyrrole salt